3-(2,4-dioxotetrahydropyrimidin-1(2H)-yl)-N-(2-(2-(2-hydroxyethoxy)ethoxy)ethyl)-4-methoxybenzamide O=C1N(CCC(N1)=O)C=1C=C(C(=O)NCCOCCOCCO)C=CC1OC